2-hydroxy-5-(3,5,6,7-tetrahydroxy-4-oxo-4H-chromen-2-yl)phenolate OC1=C(C=C(C=C1)C=1OC2=CC(=C(C(=C2C(C1O)=O)O)O)O)[O-]